Cl.O1CC(=CC=C1)O 2H-pyran-3-ol hydrochloride